C1(CC1)CC1C=NC=C(O1)C 6-(cyclopropylmethyl)-2-methyl-6H-[1,4]oxazin